NC=1C(=C([N+](=CC1C(=O)OCC)[O-])C1=NC(=CC(=C1C(F)(F)F)C)N(CC1=CC=C(C=C1)OC)CC1=CC=C(C=C1)OC)F 4-amino-6'-(bis(4-methoxybenzyl)amino)-5-(ethoxycarbonyl)-3-fluoro-4'-methyl-3'-(trifluoromethyl)-[2,2'-Bipyridyl]-1-oxide